methyl 5-fluoro-2-((4-fluoro-2-methylphenyl)-amino)benzoate FC=1C=CC(=C(C(=O)OC)C1)NC1=C(C=C(C=C1)F)C